FC1=C(C2=C(C=CO2)C=C1)B(O)O (6-Fluorobenzofur-7-yl)boronic acid